ClC=1OC2=C(N1)C=C(C(=C2)C(F)(F)F)F 2-chloro-5-fluoro-6-(trifluoromethyl)benzo[d]oxazole